3-(4-(aminomethyl)phenyl)-6-((1-(2-chloro-4-(isoxazol-3-yl)benzyl)-4-hydroxypiperidin-4-yl)methyl)-2-methyl-2,6-dihydro-7H-pyrazolo[4,3-d]pyrimidin-7-one dihydrochloride Cl.Cl.NCC1=CC=C(C=C1)C=1N(N=C2C1N=CN(C2=O)CC2(CCN(CC2)CC2=C(C=C(C=C2)C2=NOC=C2)Cl)O)C